FC1(CC(C1)CN1C=NC=C1C(=O)NC1CCC2=CC(=CC=C12)C1=NOC(=N1)CC)F 1-((3,3-difluorocyclobutyl)methyl)-N-(5-(5-ethyl-1,2,4-oxadiazol-3-yl)-2,3-dihydro-1H-inden-1-yl)-1H-imidazole-5-carboxamide